C(CCCC\C=C/CC)O (Z)-6-nonenol